4-((1-(naphthalen-2-yl)-1H-benzimidazol-4-yl)methyl)morpholine hydrochloride Cl.C1=C(C=CC2=CC=CC=C12)N1C=NC2=C1C=CC=C2CN2CCOCC2